C(O)C1=NC2=CC=CC=C2C=C1 Methylolquinoline